CC1NC(C2=CC=C(C=C2C12CC2)C(F)(F)F)=O 3-methyl-6-(trifluoromethyl)spiro[2,3-dihydroisoquinoline-4,1'-cyclopropane]-1-one